1-cyanooxy-2,6-di-tert-butyl-benzene C(#N)OC1=C(C=CC=C1C(C)(C)C)C(C)(C)C